OC1=CC=C(C=C1)C1COC2=C(C(=CC=C2C1C1=CC=C(C=C1)OC)OC)C 3-(4-hydroxyphenyl)-4-(4-methoxyphenyl)-7-methoxy-8-methyl-chroman